N-(bicyclo[1.1.1]pentan-2-yl)-3-(5'-(methylsulfonamido)spiro[cyclohexane-1,3'-indoline]-1'-carbonyl)benzenesulfonamide C12C(C(C1)C2)NS(=O)(=O)C2=CC(=CC=C2)C(=O)N2CC1(C3=CC(=CC=C23)NS(=O)(=O)C)CCCCC1